N-[(1-benzylpiperidin-4-yl)methyl]-N-(4-fluorophenyl)-2-methylpropanamide C(C1=CC=CC=C1)N1CCC(CC1)CN(C(C(C)C)=O)C1=CC=C(C=C1)F